2,6-dioxopiperidine O=C1NC(CCC1)=O